3-Azido-N-((1,2,3,5,6,7-hexahydro-s-indacen-4-yl)carbamoyl)propane-1-sulfonamide, Potassium Salt [K].N(=[N+]=[N-])CCCS(=O)(=O)NC(NC1=C2CCCC2=CC=2CCCC12)=O